8-fluoro-7-(hydroxymethyl)-3-methyl-1H-quinolin-2-one FC=1C(=CC=C2C=C(C(NC12)=O)C)CO